C(CCCCCCCCCCCCCCCCC(C)C)(=O)N isoicosanoic acid amide